N-(2,2-difluoroethyl)-1H-pyrazol-4-amine FC(CNC=1C=NNC1)F